1-(4-((1,4-dioxan-2-yl)methyl)-3-oxo-3,4-dihydro-2H-benzo[b][1,4]oxazin-7-yl)-3-(1H-indol-6-yl)urea O1C(COCC1)CN1C2=C(OCC1=O)C=C(C=C2)NC(=O)NC2=CC=C1C=CNC1=C2